6,7-dibromo-5-{3-fluoro-4-[(4-methylpyrimidin-2-yl)oxy]phenyl}pyrrolo[3,2-d]pyrimidin-4-amine BrC1=C(C=2N=CN=C(C2N1C1=CC(=C(C=C1)OC1=NC=CC(=N1)C)F)N)Br